5-(7-(benzyloxy)-4-bromo-2,3-dihydrobenzofuran-5-yl)-2,2-dimethyl-1-nitrosopyrrolidine C(C1=CC=CC=C1)OC1=CC(=C(C=2CCOC21)Br)C2CCC(N2N=O)(C)C